C1(CC1)N(C1=NC=2N(C(=C1)C1=CC=C(C#N)C=C1)N=CN2)C 4-{5-[cyclopropyl-(methyl)amino]-[1,2,4]triazolo[1,5-a]pyrimidin-7-yl}benzonitrile